COC(=O)C1=C(C=2C=3N(C=CC2S1)N=C(N3)O)Br 9-bromo-2-hydroxythieno[3,2-c][1,2,4]triazolo[1,5-a]pyridine-8-carboxylic acid methyl ester